NC1=NC=NC(=C1C#N)N[C@@H](C)C=1C(=NC=2N(C1)N=C(C2)C)C2=CC=CC=C2 (S)-4-amino-6-(1-(2-methyl-5-phenylpyrazolo[1,5-a]pyrimidin-6-yl)ethylamino)pyrimidine-5-carbonitrile